2-bromo-7-(4-tert-butylphenyl)thianthrene BrC1=CC=2SC3=CC=C(C=C3SC2C=C1)C1=CC=C(C=C1)C(C)(C)C